thiomorpholinylsulfon N1(CCSCC1)S(=O)(=O)N1CCSCC1